chloro-6-nitrotoluene ClCC1=CC=CC=C1[N+](=O)[O-]